C(CC=C)N(S(=O)(=O)C1=CC=C(C=C1)C)C1=C(C=C(C=C1)Cl)C(=C)C1=CC=CC=C1 N-(but-3-en-1-yl)-N-(4-chloro-2-(1-phenylvinyl)phenyl)-4-methylbenzenesulfonamide